[N+](=O)([O-])C=1C=CC2=C(C(NC=CN2)C2=C(C=CC=C2)Cl)C1 4,5-dihydro-7-nitro-5-(2-chlorophenyl)-1H-1,4-benzodiazepine